4-(benzyloxy)-1-(4-(trifluoromethyl)phenyl)-1H-indazole C(C1=CC=CC=C1)OC1=C2C=NN(C2=CC=C1)C1=CC=C(C=C1)C(F)(F)F